(2R*,4R*)-4-methyl-2-phenyl-1,2,3,4-tetrahydroquinoline C[C@@H]1C[C@@H](NC2=CC=CC=C12)C1=CC=CC=C1 |o1:1,3|